dioxobicyclo[2.2.1]heptane-1-carboxylic acid chloride O=C1C(C2(CCC1C2)C(=O)Cl)=O